2-(4-(3-(pyrrolidin-1-yl)propoxy)phenyl)-5-hydroxy-4H-benzopyran-4-one N1(CCCC1)CCCOC1=CC=C(C=C1)C=1OC2=C(C(C1)=O)C(=CC=C2)O